2-(6-nitro-4-oxoquinazolin-3(4H)-yl)-N-(2-(trifluoromethyl)phenyl)acetamide [N+](=O)([O-])C=1C=C2C(N(C=NC2=CC1)CC(=O)NC1=C(C=CC=C1)C(F)(F)F)=O